BrC=1C=C(C=C(C1)C)C(CC)N[S@@](=O)C(C)(C)C (S)-N-(1-(3-bromo-5-methylphenyl)propyl)-2-methylpropane-2-sulfinamide